ClC1=C(C(=O)NC2=NN(C=C2)C2=NC=CN=C2F)C=CC=C1 2-chloro-N-[1-(3-fluoropyrazin-2-yl)-1H-pyrazol-3-yl]benzamide